3-methylbutylacetate CC(CCOC(C)=O)C